1-(4,4-difluorocyclohexyl)-N-((1r,4r)-4-(3-(difluorometh-oxy)azetidin-1-yl)-cyclohexyl)-3-methyl-1H-thieno[2,3-c]pyrazole-5-carboxamide FC1(CCC(CC1)N1N=C(C2=C1SC(=C2)C(=O)NC2CCC(CC2)N2CC(C2)OC(F)F)C)F